CC1(OC2=C(C1)C=C(C(=C2)OCC2COCC2)NC(=O)C=2C=NN1C2N=CC=C1)C N-(2,2-dimethyl-6-((tetrahydrofuran-3-yl)methoxy)-2,3-dihydrobenzofuran-5-yl)pyrazolo[1,5-a]pyrimidine-3-carboxamide